N-(3',4'-dimethoxy-2-(2H-tetrazol-5-yl)-[1,1'-biphenyl]-4-yl)hexahydrofuro[2,3-c]pyridine-6(2H)-carboxamide COC=1C=C(C=CC1OC)C1=C(C=C(C=C1)NC(=O)N1CC2C(CC1)CCO2)C=2N=NNN2